C(CCCCCCC\C=C/C=C/CCCC)=O (Z,E)-9,11-Hexadecadienal